C(#N)C1=CC(=C(COC2=CC=CC(=N2)N2C=NN(CC2)CC2=NC3=C(N2C[C@H]2OCC2)C=C(C=C3)C(=O)O)C=C1)F (S)-2-((4-(6-((4-cyano-2-fluorobenzyl)oxy)pyridin-2-yl)-5,6-Dihydro-1,2,4-triazine-1(4H)-yl)methyl)-1-(oxetan-2-ylmethyl)-1H-benzo[d]imidazole-6-Carboxylic acid